1-methyl-N-[2-(prop-1-yn-1-yl)-3-(2,2,2-trifluoroethyl)imidazo[1,2-a]pyridin-8-yl]piperidin-4-amine CN1CCC(CC1)NC=1C=2N(C=CC1)C(=C(N2)C#CC)CC(F)(F)F